(1S,3R)-3-amino-N-(5-chloro-4-(5-cyano-2,2-dimethyl-2,3-dihydro-1H-pyrrolizin-7-yl)pyridin-2-yl)cyclohexane-1-carboxamide N[C@H]1C[C@H](CCC1)C(=O)NC1=NC=C(C(=C1)C=1C=C(N2CC(CC12)(C)C)C#N)Cl